C(C)(=O)C1=CC=C(S1)C=1C=C(C=2N=CN=C(C2N1)N[C@@H]1CN(C[C@H](C1)F)C(=O)OC(C)(C)C)C(N)=O tert-butyl (3S,5S)-3-((6-(5-acetylthiophen-2-yl)-8-carbamoyl-pyrido[3,2-d]pyrimidin-4-yl) amino)-5-fluoropiperidine-1-carboxylate